FC1=CC(=C(OC2=C(C(=O)N)C=C(C=C2)C(F)(F)F)C=C1)C (4-fluoro-2-methylphenoxy)-5-(trifluoromethyl)benzamide